N1(CCCC2=CC=CC=C12)S(=O)(=O)C=1C=C(C(=O)NC=2SC=C(N2)C2=NC=CC=C2)C=CC1 3-(3,4-dihydroquinolin-1(2H)-ylsulfonyl)-N-(4-(pyridin-2-yl)thiazol-2-yl)benzamid